6-chloro-4-methyl-3-(5-(1-methyl-1H-indol-3-yl)-1-propionyl-4,5-dihydro-1H-pyrazol-3-yl)-quinolin-2(1H)-one ClC=1C=C2C(=C(C(NC2=CC1)=O)C1=NN(C(C1)C1=CN(C2=CC=CC=C12)C)C(CC)=O)C